C1(CCCC1)S(=O)(=O)N1CCC(CC1)C1=NC(=NO1)C=1C=C(C=NC1)[C@@](O)(C1=CC=C(C=C1)C(C)C)C1(CN(C1)C)C (R)-{5-[5-(1-Cyclopentanesulfonyl-piperidin-4-yl)-[1,2,4]oxadiazol-3-yl]-pyridin-3-yl}-(1,3-dimethyl-azetidin-3-yl)-(4-isopropyl-phenyl)-methanol